5-{2-amino-[1,2,4]triazolo[1,5-a]pyridin-7-yl}-N-{[2-(1-cyclopentylethoxy)phenyl]methyl}-2-methoxypyridine-3-carboxamide NC1=NN2C(C=C(C=C2)C=2C=C(C(=NC2)OC)C(=O)NCC2=C(C=CC=C2)OC(C)C2CCCC2)=N1